N-(3'-methoxy-[1,1'-biphenyl]-4-yl)-4-(2-methyl-6,7-dihydropyrazolo[1,5-a]pyrimidin-4(5H)-yl)-4-oxobutanamide COC=1C=C(C=CC1)C1=CC=C(C=C1)NC(CCC(=O)N1C=2N(CCC1)N=C(C2)C)=O